CC(C(=O)O)(C)N1C(N(C2=C(C1=O)C(=C(S2)N2N=CN=C2)C)C[C@H](OC(C)C)C2=CC=CC=C2)=O 2-methyl-2-[5-methyl-2,4-dioxo-1-[(2R)-2-phenyl-2-(prop-2-yloxy)ethyl]-6-(1H-1,2,4-triazol-1-yl)-1H,2H,3H,4H-thieno[2,3-d]pyrimidin-3-yl]propionic acid